amino-piperidine-1-carboxylate NC1N(CCCC1)C(=O)[O-]